1-(fluoromethyl)-1H-pyrazole-4-carboxamide FCN1N=CC(=C1)C(=O)N